C(C=C)(=O)OCC[Si](OCC)(OCC)OCC acryloxyethyltriethyloxysilan